3,5-Dimethyl-1H-pyrazole-1-ethanamine CC1=NN(C(=C1)C)CCN